C(CCCC)N1C=NC2=CC=CC=C2C1 3-pentyl-3,4-dihydroquinazoline